C(=CC=CC=CCCCCCCCCCCC)C=1OCCN1 2-heptadecatrienyl-2-oxazoline